(R)-3-[4-(trifluoromethyl)phenylamino]-pentanoamide FC(C1=CC=C(C=C1)N[C@@H](CC(=O)N)CC)(F)F